F[C@@H]1CN(CC[C@@H]1NC1=C2C=C(N(C2=CC=C1)CC(F)(F)F)C1=NOC(=N1)CNC(=O)[C@H]1[C@@H](C1)C1=CC=CC=C1)C |r| (+/-)-(1R,2R)-N-{[3-(4-{[(3R,4S)-3-fluoro-1-methylpiperidin-4-yl]amino}-1-(2,2,2-trifluoroethyl)-1H-indol-2-yl)-1,2,4-oxadiazol-5-yl]methyl}-2-phenylcyclopropane-1-carboxamide